NN1C(=O)NC(=O)C=C1 N-aminouracil